6-chloro-7-fluorothiazolo[4,5-c]pyridin-2-amine ClC1=C(C2=C(C=N1)N=C(S2)N)F